1-(2,6-dichlorophenyl)-4-((4-(1-isopropyl-1H-1,2,4-triazol-5-yl)phenyl)amino)-1H-pyrazole-3-carboxamide ClC1=C(C(=CC=C1)Cl)N1N=C(C(=C1)NC1=CC=C(C=C1)C1=NC=NN1C(C)C)C(=O)N